N1N=CC(=C1)B1OC(C)(C)C(C)(C)O1 1H-pyrazole-4-boronic acid pinacol ester